Dimethyl 3-(2-((6-((tert-butoxycarbonyl)amino)hexyl)amino)-2-oxoethoxy)phthalate C(C)(C)(C)OC(=O)NCCCCCCNC(COC1=C(C(C(=O)OC)=CC=C1)C(=O)OC)=O